CC(C(C=CC1=CC=CC=C1)=O)CC 4-Methyl-1-phenyl-1-hexen-3-one